C(C)OC(CNC(=O)C1=NC(=CN=C1O)C1=C(C=CC=C1)CC)=O (6-(2-ethylphenyl)-3-hydroxypyrazine-2-carbonyl)glycine ethyl ester